rac-(1r,5r,6s,z)-N'-hydroxy-3-phenylbicyclo[3.1.0]hex-2-ene-6-carboxamidine O\N=C(/N)\[C@H]1[C@@H]2CC(=C[C@H]12)C1=CC=CC=C1 |r|